ClC1=CC=C(C=C1)[C@H](C(F)(F)F)N(S(=O)(=O)C=1C=NN(C(C1)=O)C1COC1)C (R)-N-(1-(4-chlorophenyl)-2,2,2-trifluoroethyl)-N-methyl-1-(oxetan-3-yl)-6-oxo-1,6-dihydropyridazine-4-sulfonamide